N-(4-(N-(1-(1-acetylpiperidin-4-yl)ethyl)sulfamoyl)naphthalen-1-yl)-2-methylbenzamide C(C)(=O)N1CCC(CC1)C(C)NS(=O)(=O)C1=CC=C(C2=CC=CC=C12)NC(C1=C(C=CC=C1)C)=O